C1(CCCCC1)C(C(CO)[N+](=O)[O-])O 1-cyclohexyl-2-nitropropane-1,3-diol